1-(3-(4-(2-(trifluoromethyl)phenyl)piperidin-1-carbonyl)-4,6-dihydropyrrolo[3,4-c]pyrazol-5(1H)-yl)propan-1-one FC(C1=C(C=CC=C1)C1CCN(CC1)C(=O)C=1C2=C(NN1)CN(C2)C(CC)=O)(F)F